NC1=CC=C(C=N1)C=1C=C2C(=NC=NC2=CC1)NC1=C(C(=CC=C1)F)F 6-(6-aminopyridin-3-yl)-N-(2,3-difluorophenyl)quinazolin-4-amine